C1(=CC(=C(C=C1)C)C)S(=O)(=O)N1CCCC1C(=O)N1CCCC1 1-(3,4-xylyl)sulfonyl-5-(pyrrolidine-1-carbonyl)pyrrolidine